N-[4-[(E)-3-[4-[2-Hydroxyethyl(methyl)amino]phenyl]prop-2-enoyl]phenyl]-3,4,5-trimethoxybenzamide OCCN(C1=CC=C(C=C1)/C=C/C(=O)C1=CC=C(C=C1)NC(C1=CC(=C(C(=C1)OC)OC)OC)=O)C